C(C)(=O)N[C@H](CC(C)C)C(=O)O.BrC=1C(=NC(=CC1)Br)C(CC1=CC(=CC(=C1)F)F)N 1-(3,6-dibromopyridin-2-yl)-2-(3,5-difluorophenyl)ethan-1-amine acetyl-D-leucinate